(S)-4-(4-(tert-butoxycarbonyl)-2-methylpiperazin-1-yl)-7-(3-chlorophenyl)-7H-pyrrolo[2,3-d]pyrimidine-5-carboxylic acid C(C)(C)(C)OC(=O)N1C[C@@H](N(CC1)C=1C2=C(N=CN1)N(C=C2C(=O)O)C2=CC(=CC=C2)Cl)C